4-(4-(4-(2-fluorophenyl)piperazin-1-yl)quinazolin-6-yl)pyridin-2-amine FC1=C(C=CC=C1)N1CCN(CC1)C1=NC=NC2=CC=C(C=C12)C1=CC(=NC=C1)N